N-methyl-2-((trans-4-(phenylamino)cyclohexyl)amino)isonicotinamide CNC(C1=CC(=NC=C1)N[C@@H]1CC[C@H](CC1)NC1=CC=CC=C1)=O